N-(6-(1,2-dimethyl-1H-imidazol-5-yl)isoquinolin-3-yl)-1-fluorocyclohexane-1-carboxamide CN1C(=NC=C1C=1C=C2C=C(N=CC2=CC1)NC(=O)C1(CCCCC1)F)C